FC=1C=C(C=CC1)C1C(C1)NC1=C2N=CN(C2=NC(=N1)C#CC1=CC=CC=C1)[C@H]1[C@@H]([C@@H]([C@@]2(C[C@H]12)C(=O)NC)O)O (1S,2R,3S,4R,5S)-4-(6-((2-(3-fluorophenyl)cyclopropyl)amino)-2-(phenylethynyl)-9H-purin-9-yl)-2,3-dihydroxy-N-methylbicyclo[3.1.0]hexane-1-carboxamide